(Z)-2-(1-(4-(4-Fluorophenoxy)benzylidene)-2-vinyl-1H-inden-3-yl)acetic acid FC1=CC=C(OC2=CC=C(\C=C/3\C(=C(C4=CC=CC=C34)CC(=O)O)C=C)C=C2)C=C1